benzyl 4-(1-(3-(tert-butoxycarbonyl)cyclobutyl)-1H-pyrazol-4-yl)cyclohex-3-enecarboxylate C(C)(C)(C)OC(=O)C1CC(C1)N1N=CC(=C1)C1=CCC(CC1)C(=O)OCC1=CC=CC=C1